(S)-methyl 5-(3-aminopyridin-4-yl)-2-((tert-butoxycarbonyl)amino)pent-4-ynoate NC=1C=NC=CC1C#CC[C@@H](C(=O)OC)NC(=O)OC(C)(C)C